BrC=1C=CC=C2C=C(C(=CC12)NC(=O)C=1C=C(C=CC1OC)C1=CC(=CC=C1F)C(=O)O)C(NC1=CC(=C(C=C1)F)C(F)(F)F)=O 3'-((8-bromo-3-((4-fluoro-3-(trifluoromethyl)phenyl)carbamoyl)naphthalen-2-yl)carbamoyl)-6-fluoro-4'-methoxy-[1,1'-biphenyl]-3-carboxylic acid